3,3-diethylpyrrolidin-2-one C(C)C1(C(NCC1)=O)CC